rac-(2R,3S)-3-(3,3-difluorobutyl)-2-fluoro-5-(4-fluorophenyl)-8-methoxy-7-(trifluoromethyl)-2,3,4,5-tetrahydrobenzo[b][1,4]thiazepine 1,1-dioxide FC(CC[C@H]1CN(C2=C(S([C@H]1F)(=O)=O)C=C(C(=C2)C(F)(F)F)OC)C2=CC=C(C=C2)F)(C)F |r|